10-hydrazono-6-isopropyl-2-methoxy-3-(3-methoxypropoxy)-5H,6H-pyrido[1,2-h]1,7-naphthyridine-9-carbohydrazide N(N)=C1C=C2N(C(CC=3C=C(C(=NC23)OC)OCCCOC)C(C)C)C=C1C(=O)NN